1-methyl-5-trityl-1,4,5,6-tetrahydropyrrolo[3,4-c]pyrazole CN1N=CC2=C1CN(C2)C(C2=CC=CC=C2)(C2=CC=CC=C2)C2=CC=CC=C2